C(O)CN 3-trans-ethanolamine